(S)-2-hydroxy-1-(3-(4-(4-(1-(pentan-3-yl)-1H-pyrazol-4-yl)pyrazolo[1,5-a]-pyrazin-6-yl)-1H-pyrazol-1-yl)azetidin-1-yl)propan-1-one O[C@H](C(=O)N1CC(C1)N1N=CC(=C1)C=1N=C(C=2N(C1)N=CC2)C=2C=NN(C2)C(CC)CC)C